(2S)-1-(3-(methylsulfonyl)phenoxy)-3-(8-(5-phenylthiophen-2-ylsulfonyl)-1-oxa-8-azaspiro[4.5]decan-3-ylamino)propan-2-ol CS(=O)(=O)C=1C=C(OC[C@H](CNC2COC3(C2)CCN(CC3)S(=O)(=O)C=3SC(=CC3)C3=CC=CC=C3)O)C=CC1